5-Chloro-2-(N-azetidinylcarbamoyl)-3-pyridyl 3-azido-3-deoxy-1-thio-α-D-galactopyranoside N(=[N+]=[N-])[C@@H]1[C@H]([C@@H](SC=2C(=NC=C(C2)Cl)C(NN2CCC2)=O)O[C@@H]([C@@H]1O)CO)O